N1=CCC1 azetine